O=C(NCC(=O)N)CNC(CCOCCOCC)=O 4,7-dioxo-10,13-dioxa-3,6-diazapentadecanamide